[C@H]12CN(C[C@H](CC1)N2)C=2C1=C(N=C(N2)OCC2(CC2)CN2CCCC2)C(=C(N=C1)C1=CC(=CC2=CC=CC(=C12)CC)O)F 4-(4-((1R,5S)-3,8-diazabicyclo[3.2.1]octan-3-yl)-8-fluoro-2-((1-(pyrrolidin-1-ylmethyl)cyclopropyl)methoxy)pyrido[4,3-d]pyrimidin-7-yl)-5-ethylnaphthalen-2-ol